NCCCN 1,3-diamino-propane